FC(C)(F)C1=CC(=NC=C1)N1N=CC(=C1)S(=O)(=O)Cl 1-[4-(1,1-difluoroethyl)pyridin-2-yl]pyrazole-4-sulfonyl chloride